(3,5-difluoro-4-formylphenyl)boronic acid FC=1C=C(C=C(C1C=O)F)B(O)O